2-bromo-lysergic acid di-ethylamide C(C)N(C(=O)[C@H]1CN(C)[C@@H]2CC3=C(NC4=CC=CC(C2=C1)=C34)Br)CC